C1(=CC=CC=C1)C1SCC2(CC2)CC(N1C1=CC=CC=C1)=O 6,7-Diphenyl-5-thia-7-azaspiro[2.6]nonan-8-one